C(C)OC(CCC1(C(N(C(=C1CC(=O)OCC)C1=CC=CC=C1)CC1=CC=CC=C1)=O)C)=O 3-(1-benzyl-4-(2-ethoxy-2-oxoethyl)-3-methyl-2-oxo-5-phenyl-2,3-dihydro-1H-pyrrol-3-yl)propionic acid ethyl ester